C(C1=CC=CC=C1)O[C@H]1[C@@H](CC1)N1N=CC(=C1)C(=O)OCC ethyl 1-(trans-2-(benzyloxy)cyclobutyl)-1H-pyrazole-4-carboxylate